BrCC1=CC(=C2CCN=CC2=C1)C=1C(=NN(C1)C)C(F)(F)F 7-(bromomethyl)-5-(1-methyl-3-(trifluoromethyl)-1H-pyrazol-4-yl)-3,4-dihydroisoquinolin